butenyl-succinic acid C(=CCC)C(C(=O)O)CC(=O)O